7-(3,4-dimethoxyphenyl)-N-(4-(2-(dimethylamino)acetamido)phenyl)pyrazolo[1,5-a]pyrimidine-2-carboxamide COC=1C=C(C=CC1OC)C1=CC=NC=2N1N=C(C2)C(=O)NC2=CC=C(C=C2)NC(CN(C)C)=O